9-fluoro-7-nitro-10-(thiophene-2-carbonyl)-1,2,3,4-tetrahydropyrimidino[1,2-a]indole FC=1C=2C(=C3N(C2C=C(C1)[N+](=O)[O-])CCCN3)C(=O)C=3SC=CC3